C(=C)[Si]1(O[Si](O[Si](O[Si](O1)(C=C)C=C)(C=C)C=C)(C=C)C=C)C=C octavinyl-cyclotetrasiloxane